P(=O)(O)(O)OCC(NCC(=O)O)(CO)CO phosphotricine